2-(4-(6-(((1S,2R,3R,5R)-2-fluoro-1,8-dimethyl-8-azabicyclo[3.2.1]octan-3-yl)oxy)pyridazin-3-yl)-3-hydroxyphenyl)-3-methylpyrimidin-4(3H)-one F[C@@H]1[C@@]2(CC[C@H](C[C@H]1OC1=CC=C(N=N1)C1=C(C=C(C=C1)C1=NC=CC(N1C)=O)O)N2C)C